1-(4-bromophenyl)-4-(methanesulfonyloxy)butyl methanesulfonate CS(=O)(=O)OC(CCCOS(=O)(=O)C)C1=CC=C(C=C1)Br